C1(=CCCC1)C1=C(C=C(C(=C1)[N+](=O)[O-])OC)N1CCC(CC1)N1CCN(CC1)C(=O)OC(C)(C)C tert-butyl 4-{1-[2-(cyclopent-1-en-1-yl)-5-methoxy-4-nitrophenyl]piperidin-4-yl}piperazine-1-carboxylate